CC(CCC=O)=CCCC(C)C 4,8-dimethyl-non-4-enal